(2-benzothiazolyl)phenol S1C(=NC2=C1C=CC=C2)C2=C(C=CC=C2)O